butyl-(3S)-3-formylpiperidine-1-carboxylate C(CCC)OC(=O)N1C[C@H](CCC1)C=O